C(C)(C)C=1C(=NNC1C=1C=C(C=2N(C1)N=CN2)C)C2=CC=C(C=C2)[C@H](C)N(C(=O)[C@H]2N(CCC2)C2COC2)C (S)-N-((S)-1-(4-(4-isopropyl-5-(8-methyl-[1,2,4]triazolo[1,5-a]pyridin-6-yl)-1H-pyrazol-3-yl)phenyl)ethyl)-N-methyl-1-(oxetan-3-yl)pyrrolidine-2-carboxamide